1-[4-methoxy-5-(2,2,2-trifluoroethyl)-2-vinyl-pyrimido[5,4-b]indol-8-yl]-N,N-dimethyl-methanamine COC1=NC(=NC2=C1N(C=1C=CC(=CC21)CN(C)C)CC(F)(F)F)C=C